FC1=C(C(=O)N([C@H]2CNCCC2)C2=NC=CC3=C2C(=CS3)C)C=CC(=C1)C=1N=NN(C1COC)C (R)-2-fluoro-4-(5-(methoxymethyl)-1-methyl-1H-1,2,3-triazol-4-yl)-N-(3-methylthieno[3,2-c]pyridin-4-yl)-N-(piperidin-3-yl)benzamide